C(C)(C)(C)OC(NC1CC2=CC=C(C=C2C1)C=O)=O tert-butyl(5-formyl-2,3-dihydro-1H-inden-2-yl)carbamate